(S)-4-methyl-3-(methylsulfonyl)-N-((2-(1-(pyridin-3-yl)piperidin-3-yl)-1,6-naphthyridin-7-yl)methyl)benzamide CC1=C(C=C(C(=O)NCC2=NC=C3C=CC(=NC3=C2)[C@@H]2CN(CCC2)C=2C=NC=CC2)C=C1)S(=O)(=O)C